tert-Butyl (S)-((2'-(3-amino-2-methylphenyl)-6-methoxy-3'-methyl-[2,4'-bipyridin]-5-yl)methyl)((5-oxopyrrolidin-2-yl)methyl)carbamate NC=1C(=C(C=CC1)C1=NC=CC(=C1C)C1=NC(=C(C=C1)CN(C(OC(C)(C)C)=O)C[C@H]1NC(CC1)=O)OC)C